1-benzyl-1-(1-((2,6-dimethylphenyl)Amino)-1-oxobutan-2-yl)Piperidin-1-ium bromide [Br-].C(C1=CC=CC=C1)[N+]1(CCCCC1)C(C(=O)NC1=C(C=CC=C1C)C)CC